2-methyl-5-phenyl-2,3,4,5-tetrahydro-1H-pyrido[4,3-b]indole CN1CC2=C(N(C=3C=CC=CC23)C2=CC=CC=C2)CC1